C(#N)C=1C(=C(C(=NC1)C(=O)NC=1C=C2C(=NNC2=CC1)C1(CC1)C)C)C 5-Cyano-3,4-dimethyl-N-(3-(1-methylcyclopropyl)-1H-indazol-5-yl)picolinamide